O=C1NC2=C(OC3=C1C=C(C=C3)C=3C=C(C=CC3)NS(=O)(=O)C)C=CC(=C2)OC(F)(F)F N-(3-(11-oxo-8-(trifluoromethoxy)-10,11-dihydrodibenzo[b,f][1,4]oxazepin-2-yl)phenyl)methanesulfonamide